[N+](=[N-])=CC(CC[C@@H](C(=O)OC(C)C)NC([C@@H](C(F)(F)F)O)=O)=O isopropyl (S)-6-diazo-5-oxo-2-((S)-3,3,3-trifluoro-2-hydroxypropanamido)hexanoate